N1(CCC2=CC=CC=C12)CCC(C=C)=C 1-(N-indolinyl)-3-methylenepent-4-ene